FC1=C(OC2CC3(C2)CCN(CC3)C(=O)N3CC(CC3)C3=NC=NN3)C=CC(=C1)C(F)(F)F (+)-[2-[2-Fluoro-4-(trifluoromethyl)phenoxy]-7-azaspiro[3.5]nonan-7-yl]-[3-(1H-1,2,4-triazol-5-yl)pyrrolidin-1-yl]methanone